C(C)OC([C@]1(CN(CC1)C(C)(C)C=1C=CC(=NC1)C)CCC=1SC(=CC1)F)(F)F |o1:4| (R or S)-5-(2-(3-(ethoxydifluoromethyl)-3-(2-(5-fluorothiophen-2-yl)ethyl)pyrrolidin-1-yl)propan-2-yl)-2-methylpyridine